7-bromo-6-methoxy-3,3-dimethyl-2,3-dihydrobenzofuran BrC1=C(C=CC=2C(COC21)(C)C)OC